C12C(C(C(C=C1)C2)=N)=N 5-norbornene-2,3-diimine